[[2-(1,3-Benzodioxol-5-yl)-1-methyl-2-oxo-ethyl]-methyl-carbamoyl]oxymethyl tetrahydropyran-4-carboxylate O1CCC(CC1)C(=O)OCOC(N(C)C(C(=O)C1=CC2=C(OCO2)C=C1)C)=O